Indium (Iii) oxide [O-2].[In+3].[O-2].[O-2].[In+3]